C(C=C)OC1=C(C=C(C(=C1)Cl)Cl)C(C1CCN(CC1)C(=O)[C@@H]1CN(CC1)C(=O)OC(C)(C)C)NS(=O)C(C)(C)C (3S)-tert-butyl 3-(4-((2-(allyloxy)-4,5-dichlorophenyl)(1,1-dimethylethylsulfinamido)methyl)piperidine-1-carbonyl)pyrrolidine-1-carboxylate